O(O)CCCCCCCCCC=CC=CC=CC=CC=CC(=O)O[C@H](CO)COP(=O)([O-])OCC[N+](C)(C)C 2-(hydroperoxyeicosapentaenoyl)-sn-glycero-3-phosphocholine